NC1=NC(N(C=C1)[C@@H]1CC[C@H](CC1)CN1CCC2(CC(C2)NC(OC(C)(C)C)=O)CC1)=O tert-butyl (7-((trans-4-(4-amino-2-oxopyrimidin-1(2H)-yl)cyclohexyl)methyl)-7-azaspiro[3.5]nonan-2-yl)carbamate